C(C1=CC=CC=C1)C(C(=O)N)N 2-benzyl-aminoacetamide